C(#N)N1CC2=C(C=C(C=C2C1)NC(=O)C1CNCCC1)C1=CC=CC=C1 N-(2-cyano-7-phenylisoindolin-5-yl)piperidine-3-carboxamide